e-azido-norleucine N[C@@H](CCCCN=[N+]=[N-])C(=O)O